FC1=C(C=C(C=C1)C1=NN(C(=C1)O)C=1SC=C(N1)C(=O)O)CCNS(=O)(=O)C 2-(3-(4-fluoro-3-(2-(methylsulfonamido)ethyl)phenyl)-5-hydroxy-1H-pyrazol-1-yl)thiazole-4-carboxylic acid